Butyl (tert-butoxycarbonyl)-L-alaninate C(C)(C)(C)OC(=O)N[C@@H](C)C(=O)OCCCC